CC=1C=2C=CN=C3OCC4C5CCC(CN4C(=NC1C)C23)N5C(=O)[O-] 16,17-dimethyl-10-oxa-2,12,18,20-tetrazapentacyclo[9.7.1.14,7.02,8.015,19]icosa-1(18),11,13,15(19),16-pentaene-20-carboxylate